NC=1C=C(C(=C2CCC(C(C12)=O)(COCCO)O)C)F 8-amino-6-fluoro-2-hydroxy-2-(2-hydroxyethoxymethyl)-5-methyl-tetralin-1-one